C(C)(C)(C)OC(=O)N1CC(CC1)C1=CC=C(C=C1)B1OC(C(O1)(C)C)(C)C 3-(4-(4,4,5,5-tetramethyl-1,3,2-dioxaborolan-2-yl)phenyl)pyrrolidine-1-carboxylic acid tert-butyl ester